Cl.C(C)(C)(C)N[C@@H](CC(C)C)C(=O)O tert-butyl-leucine hydrochloride